COC(C1=CC=CC=C1)=O benzoic methyl ester